OC1=C(C=CC(=C1)C(F)(F)F)C1=C(C=C(N=N1)N[C@H]1CN(CCC1)CC(=O)NC1CC(C1)O)C 2-((R)-3-((6-(2-hydroxy-4-(trifluoromethyl)phenyl)-5-methylpyridazin-3-yl)amino)piperidin-1-yl)-N-((1r,3R)-3-hydroxycyclobutyl)acetamide